(4-bromophenyl)-5-phenyl-1,3,4-oxadiazole BrC1=CC=C(C=C1)C=1OC(=NN1)C1=CC=CC=C1